(1-(1H-indol-3-yl)hexane-2-yl)-7-(2,2-dimethyloxetan-3-yl)-5,6,7,8-tetrahydroimidazo[1,2-a]pyrazine-2-carboxamide N1C=C(C2=CC=CC=C12)CC(CCCC)C1=C(N=C2N1CCN(C2)C2C(OC2)(C)C)C(=O)N